C(CCCCCCCCCCC)(=O)OCCCOC(CCCCCCCCCCC)=O 1,3-propanediol dilaurate